3-(1-(3-Chlorophenyl)-2-hydroxyethyl)-7-(5-methyl-1H-pyrazol-4-yl)quinazolin-4(3H)-one ClC=1C=C(C=CC1)C(CO)N1C=NC2=CC(=CC=C2C1=O)C=1C=NNC1C